FC1C=C(CCC1)C=CC(C)=O 4-(3-fluorocyclohexen-1-yl)but-3-en-2-one